tetramethyl-O-(7-azabenzotriazol-1-yl)uronium hexafluorophosphate F[P-](F)(F)(F)(F)F.CN(C(=[N+](C)C)ON1N=NC2=C1N=CC=C2)C